C1(CC1)CNS(=O)(=O)NC1=NC=CC(=C1)CN1CCN(CC1)C=1C=CC(=NC1F)C(=O)NC 5-(4-((2-((N-(cyclopropylmethyl)sulfamoyl)amino)pyridin-4-yl)methyl)piperazin-1-yl)-6-fluoro-N-methylpicolinamide